acrylic acid undecyl ester C(CCCCCCCCCC)OC(C=C)=O